6-(1-(difluoromethyl)-1H-pyrazol-4-yl)pyrazolo[1,5-a]pyridine-3-carbonitrile FC(N1N=CC(=C1)C=1C=CC=2N(C1)N=CC2C#N)F